FC1=C(C=C(C=C1)NC(=O)NC)N1N=C2N=CC(=CC2=C1)NC 1-{4-fluoro-3-[5-(methylamino)-2H-pyrazolo[3,4-b]pyridin-2-yl]phenyl}-3-methylurea